6-Chloro-2-[4-(4-methyl-1,4-diazepan-1-yl)phenyl]-N-(1-methylpiperidin-4-yl)-3H-imidazo[4,5-b]pyridin-7-amine ClC=1C(=C2C(=NC1)NC(=N2)C2=CC=C(C=C2)N2CCN(CCC2)C)NC2CCN(CC2)C